N-{2-[4-(2,2-dimethylpropionyl)piperazin-1-yl]Phenyl}-2-methyl-1,3-benzothiazole-6-sulphonamide CC(C(=O)N1CCN(CC1)C1=C(C=CC=C1)NS(=O)(=O)C1=CC2=C(N=C(S2)C)C=C1)(C)C